4-[5-(2-aminoethyl)pyrimidin-2-yl]-3-[2-methyl-6-[(3S)-oxolan-3-yl]oxypyrimidin-4-yl]oxybenzonitrile NCCC=1C=NC(=NC1)C1=C(C=C(C#N)C=C1)OC1=NC(=NC(=C1)O[C@@H]1COCC1)C